(3S,6S,9R)-3-benzyl-6-isopropyl-9-methyl-1,4-diazaspiro[4.5]decan-2-one C(C1=CC=CC=C1)[C@H]1C(NC2(N1)[C@@H](CC[C@H](C2)C)C(C)C)=O